N-(4-fluorobenzyl)-4-((2-(2-isopropylphenyl)-8-oxo-7,8-dihydro-9H-purin-9-yl)methyl)benzamide FC1=CC=C(CNC(C2=CC=C(C=C2)CN2C3=NC(=NC=C3NC2=O)C2=C(C=CC=C2)C(C)C)=O)C=C1